FC(C(C(=O)O)(CC)C)F 2-(Difluoromethyl)-2-methylbutanoic acid